N[C@@H]1C2=CC=CC=C2CC12CCN(CC2)C=2NC(C1=C(N2)NN=C1C(=C)C=1SC=CN1)=O (S)-6-(1-amino-1,3-dihydro-spiro[inden-2,4'-piperidin]-1'-yl)-3-(1-(thiazol-2-yl)vinyl)-1,5-dihydro-4H-pyrazolo[3,4-d]pyrimidin-4-one